C(C)(C)(C)N(C(=O)OC[C@@H]1[C@H]([C@H]([C@@H](O1)N1C(=O)N=C(NC(C)=O)C=C1)O)O)C1(CCN(CC1)C1=NC(=C(C(=C1C#N)CC)C#N)Cl)C 4-N-acetyl-cytidine tert-Butyl-(1-(6-chloro-3,5-dicyano-4-ethylpyridin-2-yl)-4-methylpiperidin-4-yl)carbamate